BrC1=CC=2C(=C(N=NC2N[C@H](C)C2=CC(=CC=C2)C(F)(F)F)C)N(C1=O)C |r| 3-bromo-1,8-dimethyl-5-[[rac-(1R)-1-[3-(trifluoromethyl)phenyl]ethyl]-amino]pyrido[2,3-d]pyridazin-2-one